(Z)-2-phenyl-4,7,10,13-tetraoxaheptadec-2-ene C1(=CC=CC=C1)\C(\C)=C/OCCOCCOCCOCCCC